C(CC)(=S)OCC(COC(CC)=S)(COC(CC)=S)COC(CC)=S pentaerythritol tetrakis(thiopropionate)